F\C(=C/CN)\CS(=O)(=O)C=1C=NC=CC1C (Z)-3-Fluoro-4-(4-methylpyridin-3-ylsulfonyl)but-2-en-1-amin